O1CCC(CC1)C=1C(=NC=CC1)C1=CC=C(C=C1)C1=NNC2=NC=C(C=C21)C=2C=CC1=C(CC[C@H](CC1)N1C3COCC1C3)C2 6-[(7S)-2-(3-{4-[3-(Oxan-4-yl)pyridin-2-yl]phenyl}-1H-pyrazolo[3,4-b]pyridin-5-yl)-6,7,8,9-tetrahydro-5H-benzo[7]annulen-7-yl]-3-oxa-6-azabicyclo[3.1.1]heptane